C1(CCCCC1)C1=CC=C(C=C1)C1(NC=C(C(=N1)NC)C(F)(F)F)N 2-(4-cyclohexylphenyl)-N4-methyl-5-(trifluoromethyl)pyrimidine-2,4-diamine